C(#N)N1[C@@H](C[C@@H](CC1)N1N=NC(=C1C)C1=CC=2N(C(=C1)O[C@H](C)C1=NC=CC=C1)C(=CN2)C#N)C2CC2 |&1:3,5| 7-[1-[(2SR,4RS)-1-cyano-2-cyclopropyl-4-piperidyl]-5-methyl-triazol-4-yl]-5-[(1R)-1-(2-pyridyl)ethoxy]imidazo[1,2-a]pyridine-3-carbonitrile